((4-(3-(pyridin-3-ylmethyl)ureido)phenyl)sulfonyl)piperazine-1-carboxylic acid tert-butyl ester C(C)(C)(C)OC(=O)N1C(CNCC1)S(=O)(=O)C1=CC=C(C=C1)NC(=O)NCC=1C=NC=CC1